6-bromo-N-[5-(difluoromethoxy)-4,6-dimethoxy-pyrimidin-2-yl]-7-pyrazin-2-yl-1H-indole-3-sulfonic acid amide BrC1=CC=C2C(=CNC2=C1C1=NC=CN=C1)S(=O)(=O)NC1=NC(=C(C(=N1)OC)OC(F)F)OC